C(#N)[C@H](C[C@H]1C(NCCC1)=O)NC(=O)[C@@H]1N([C@H]2CC([C@@H]1CC2)(F)F)C(=O)C2(C1=CC(=CC=C1C=1C=CC(=CC21)Cl)Cl)O (1R,3R,4R)-N-((S)-1-cyano-2-((S)-2-oxopiperidin-3-yl)ethyl)-2-(2,7-dichloro-9-hydroxy-9H-fluorene-9-carbonyl)-5,5-difluoro-2-azabicyclo[2.2.2]octane-3-carboxamide